COC1=C(C=CC(=C1)OC)C(F)(F)F 2,4-dimethoxy-1-(trifluoromethyl)benzene